COC=1C=C(C=CC1OCCCN1CCCCC1)NC1=NC=CC(=N1)NC=1C(=NC2=CC=CC=C2C1)OC 2-[3-methoxy-4-(3-piperidinopropoxy)phenylamino]-4-(2-methoxy-3-quinolylamino)pyrimidine